ClC=1C(=NC=C(C(=O)O)C1)C1CCN(CC1)C1=NOC2=C1C(=CC=C2)C(F)(F)F 5-chloro-6-(1-(4-(trifluoromethyl)benzo[d]isoxazol-3-yl)piperidin-4-yl)nicotinic acid